N-(1-(3-cyano-6-(2-hydroxy-2-methylpropoxy)pyrazolo[1,5-a]pyridin-4-yl)-1H-pyrazol-4-yl)-2-(6-methoxypyridin-3-yl)acetamide C(#N)C=1C=NN2C1C(=CC(=C2)OCC(C)(C)O)N2N=CC(=C2)NC(CC=2C=NC(=CC2)OC)=O